methyl-heptasiloxane C[SiH2]O[SiH2]O[SiH2]O[SiH2]O[SiH2]O[SiH2]O[SiH3]